(S)-1-(2-Nitrophenyl)-3-(1-phenylethyl)urea [N+](=O)([O-])C1=C(C=CC=C1)NC(=O)N[C@@H](C)C1=CC=CC=C1